ClCC=1C=C2NC(C=3N(C2=CC1F)C=C(C3)F)=O 7-(chloromethyl)-2,8-difluoropyrrolo[1,2-a]quinoxalin-4(5H)-one